9,9',9'',9'''-(3,6-bis(1-phenyl-1H-benzo[d]imidazol-2-yl)benzene-1,2,4,5-tetrayl)tetrakis(9H-carbazole) C1(=CC=CC=C1)N1C(=NC2=C1C=CC=C2)C=2C(=C(C(=C(C2N2C1=CC=CC=C1C=1C=CC=CC21)N2C1=CC=CC=C1C=1C=CC=CC21)C2=NC1=C(N2C2=CC=CC=C2)C=CC=C1)N1C2=CC=CC=C2C=2C=CC=CC12)N1C2=CC=CC=C2C=2C=CC=CC12